1-methyl-2,2-dimethylethylene CC=C(C)C